calcium dodecylphenol salt C(CCCCCCCCCCC)C1=C(C=CC=C1)O.[Ca]